7-fluoro-3-(methoxymethoxy)-8-((triisopropylsilyl)ethynyl)naphthalene-1-ol FC1=CC=C2C=C(C=C(C2=C1C#C[Si](C(C)C)(C(C)C)C(C)C)O)OCOC